CN(C1C(N(CC2(CC2)C1)CC1=CC=C(C=C1)OCC(C)C)=O)C 7-(dimethylamino)-5-(4-isobutoxybenzyl)-5-azaspiro[2.5]octan-6-one